1-{1-[5-chloro-2-methoxy-4-methyl-3-(1-methylazetidin-3-yl)phenyl]ethyl}-3-methyl-1H-pyrazolo[3,4-d]pyrimidin-4-amine ClC=1C(=C(C(=C(C1)C(C)N1N=C(C=2C1=NC=NC2N)C)OC)C2CN(C2)C)C